7-cyclopropyl-1-(4-(difluoromethoxy)phenyl)-3-(2'-methyl-spiro[cyclohexane-1,3'-indol]-5'-yl)-2(1H)-quinoxalinone C1(CC1)C1=CC=C2N=C(C(N(C2=C1)C1=CC=C(C=C1)OC(F)F)=O)C=1C=C2C3(C(=NC2=CC1)C)CCCCC3